(S)-2-hydroxybutyrate O[C@H](C(=O)[O-])CC